O(C1=CC=CC=C1)C1CN(CCC1)C1=CC=C(N)C=C1 4-(3-Phenoxypiperidin-1-yl)aniline